ethylsulfonamide C(C)S(=O)(=O)N